C(C)(=O)N1CCC(=CC1)C1=C2CN(C(C2=CC=C1)=O)C=1C=CC=C2C(=CNC12)C1=NC(=NC=C1C)NC1=NN(C(=C1)C)C 4-(1-acetyl-1,2,3,6-tetrahydropyridin-4-yl)-2-(3-(2-((1,5-dimethyl-1H-pyrazol-3-yl)amino)-5-methylpyrimidin-4-yl)-1H-indol-7-yl)isoindolin-1-one